2-chloro-N-(methyl-d3)pyrimidine-5-carboxamide ClC1=NC=C(C=N1)C(=O)NC([2H])([2H])[2H]